N[C@@H]1C[C@H](N(C1)C(=O)C=1N=C2N(C=C(C=C2)Cl)C1)C=1SC=C(N1)C(=O)NCC=1N=CN2C1C=C(C=C2)Cl 2-((2S,4R)-4-Amino-1-(6-chloroimidazo[1,2-a]pyridin-2-carbonyl)pyrrolidin-2-yl)-N-((7-chloroimidazo[1,5-a]pyridin-1-yl)methyl)thiazol-4-carboxamid